5-(hexylamino)pentanesulfonic acid C(CCCCC)NCCCCCS(=O)(=O)O